methyl 4-oxo-1-thia-3a-aza-6-indancarboxylate O=C1N2CCSC2=CC(=C1)C(=O)OC